N-(2-(4-cyclopropyl-6-methoxypyrimidin-5-yl)-4-((4-(1-methyl-4-(trifluoro-methyl)-1H-imidazol-2-yl)benzyl)amino)-5,6,7,8-tetrahydroquinazolin-6-yl)acetamide C1(CC1)C1=NC=NC(=C1C1=NC=2CCC(CC2C(=N1)NCC1=CC=C(C=C1)C=1N(C=C(N1)C(F)(F)F)C)NC(C)=O)OC